3-(2-acetamido-5-amino-3-fluorophenoxy)propanoic acid C(C)(=O)NC1=C(OCCC(=O)O)C=C(C=C1F)N